Tert-butyl (2-(N-methyl-2'-((4-(trifluoromethyl)phenyl)amino)-[1,1'-biphenyl]-4-carboxamido)ethyl)carbamate CN(C(=O)C1=CC=C(C=C1)C1=C(C=CC=C1)NC1=CC=C(C=C1)C(F)(F)F)CCNC(OC(C)(C)C)=O